FC(C(=O)OCCC1=C(C=CC=C1Br)OC1=CC(=CC(=C1)OC(F)F)C#N)F {6-bromo-2-[3-cyano-5-difluoromethoxyphenoxy]phenyl}ethyl difluoroacetate